N1=CC=C(C=C1)C=1N=C(NC1)N 4-(pyridin-4-yl)-1H-imidazole-2-amine